N-methoxy-4-((2-(N-methylmethylsulfonamido)phenyl)amino)-6-((6-Methylpyridin-2-yl)amino)nicotinamide CONC(C1=CN=C(C=C1NC1=C(C=CC=C1)N(S(=O)(=O)C)C)NC1=NC(=CC=C1)C)=O